4-amino-2-hydroxybutyric acid NCCC(C(=O)O)O